[Mg+2].S(=O)(=O)([O-])[O-].[Na+] sodium sulfate, magnesium salt